C(C1=CC=CC=C1)(=O)NC(C(=O)O)CCN(CCCCC1=NC=2NCCCC2C=C1)CCOC1=CC=CC=C1 2-benzamido-4-[2-phenoxyethyl-[4-(5,6,7,8-tetrahydro-1,8-naphthyridin-2-yl)butyl]amino]butanoic acid